methyl (Z)-3-(4-chlorophenyl)-N-((2-isopropyl-2H-1,2,3-triazol-4-yl)sulfonyl)-4-phenyl-4,5-dihydro-1H-pyrazole-1-carbimidothioate ClC1=CC=C(C=C1)C1=NN(CC1C1=CC=CC=C1)/C(=N/S(=O)(=O)C1=NN(N=C1)C(C)C)/SC